COC(=O)C1C(C(C1(C(=O)O)C)C(=O)OC)(C(=O)O)C 2,4-bis(methoxycarbonyl)-1,3-dimethylcyclobutane-1,3-dicarboxylic acid